N-[(2,4-dimethoxyphenyl)methyl]-4-(dimethylamino)-N-(2,3,4-trihydroxybutyl)butanamide COC1=C(C=CC(=C1)OC)CN(C(CCCN(C)C)=O)CC(C(CO)O)O